N2-(benzo[d][1,3]dioxol-5-yl)-N4-(2,3-dihydro-1H-inden-5-yl)-5-(trifluoromethyl)pyrimidine-2,4-diamine O1COC2=C1C=CC(=C2)NC2=NC=C(C(=N2)NC=2C=C1CCCC1=CC2)C(F)(F)F